N1CNC=C2C1=CC=N2 dihydropyrrolo-pyrimidine